C1(CC1)C(=O)NC1=CC(=C(OC[C@@H]2N(CCCC2)C(=O)OC(C)(C)C)C=C1)C=1C(=NOC1C)C Tert-butyl (2R)-2-[[4-(cyclopropanecarbonylamino)-2-(3,5-dimethylisoxazol-4-yl)phenoxy]methyl]piperidine-1-carboxylate